Tert-butyl 4-ethynyl-3,5-difluorobenzylcarbamate C(#C)C1=C(C=C(CNC(OC(C)(C)C)=O)C=C1F)F